FC(OC=1C=CC2=CN(N=C2C1)CC1=C2C=CN(C2=C(C=C1OC)C)S(=O)(=O)C1=CC=C(C)C=C1)F 6-(difluoromethoxy)-2-((5-methoxy-7-methyl-1-tosyl-1H-indol-4-yl)methyl)-2H-indazole